ClC=1C=C(C=CC1Cl)C1OC2=CC=C(C=C2CC1)C(=O)OC methyl 2-(3,4-dichlorophenyl)chromane-6-carboxylate